4H-indolo[4,3-fg]quinoline-9-carboxamide C1=CC=C2NCC=3C2=C1C=1C=C(C=NC1C3)C(=O)N